8-methylenetetracyclo[4.4.0.12,5.17,10]dodeca-3-ene C=C1C2C3C4C=CC(C3C(C1)C2)C4